(R)-3-(isoquinolin-4-yl)-2-oxo-1-(1-((trifluoromethyl)sulfonyl)azetidin-3-yl)imidazolidine-4-carbonitrile C1=NC=C(C2=CC=CC=C12)N1C(N(C[C@@H]1C#N)C1CN(C1)S(=O)(=O)C(F)(F)F)=O